benzodiphenyl-fluorene C1=CC=CC2=C1C=CC=C2C2=C(C=1CC3=CC=CC=C3C1C=C2)C2=CC=CC1=C2C=CC=C1